methyl (7S)-3-[2-(4-hydroxypiperidin-1-yl)ethyl]-7-methyl-2-[2-(1H-pyrazol-1-yl)ethyl]-3H,6H,7H,8H,9H-imidazo[4,5-f]quinoline-6-carboxylate OC1CCN(CC1)CCN1C(=NC2=C3CC[C@@H](N(C3=CC=C21)C(=O)OC)C)CCN2N=CC=C2